(Z)-(4-(4-bromo-6-cyano-1H-benzo[d][1,2,3]triazol-1-yl)-3-fluoro-but-2-en-1-yl)carbamic acid tert-butyl ester C(C)(C)(C)OC(NC\C=C(\CN1N=NC2=C1C=C(C=C2Br)C#N)/F)=O